3-amino-3-[(1-butoxy-1-oxoprop-2-yl)carbamoyl]propionic acid NC(CC(=O)O)C(NC(C(=O)OCCCC)C)=O